N-((S)-1-(((R)-1-(6-(4-(4-(4-iodophenyl)butanamido)butyl)-4,8-dioxo-1,3,6,2-dioxazaborocan-2-yl)-3-methylbutyl)amino)-1-oxo-3-phenylpropan-2-yl)pyrazine-2-carboxamide IC1=CC=C(C=C1)CCCC(=O)NCCCCN1CC(OB(OC(C1)=O)[C@H](CC(C)C)NC([C@H](CC1=CC=CC=C1)NC(=O)C1=NC=CN=C1)=O)=O